5-fluoro-2-(1-methyl-1H-pyrazol-4-yl)benzonitrile FC=1C=CC(=C(C#N)C1)C=1C=NN(C1)C